butanol dihydrate O.O.C(CCC)O